C(O)C(CC=C)(CO)CO trimethylolbutene